2-(4-((2,3-dihydrobenzo[b][1,4]dioxin-6-yl-2,2,3,3-d4)oxy)piperidin-1-yl)-3,7-dimethylfuro[3,4-b]pyridin-5(7H)-one O1C2=C(OC(C1([2H])[2H])([2H])[2H])C=C(C=C2)OC2CCN(CC2)C2=C(C=C1C(=N2)C(OC1=O)C)C